COCC(CC(C)C)(C)COC 1-methoxy-2-(methoxymethyl)-2,4-dimethylpentane